C(CC(O)(C(=O)[O-])CC(=O)[O-])(=O)[O-].[Fe+2].[Fe+2].[Fe+2].C(CC(O)(C(=O)[O-])CC(=O)[O-])(=O)[O-] triiron citrate